methyl 1-({[(1R)-1-(3,5-diethoxy-4-methylphenyl)ethyl][4-(3-methoxyphenyl) but-3-yn-1-yl]carbamoyl}amino)-3,3-difluorocyclobutane-1-carboxylate C(C)OC=1C=C(C=C(C1C)OCC)[C@@H](C)N(C(=O)NC1(CC(C1)(F)F)C(=O)OC)CCC#CC1=CC(=CC=C1)OC